2-(2,6-diphenylimidazo[1,2-a]pyridin-8-yl)phenol C1(=CC=CC=C1)C=1N=C2N(C=C(C=C2C2=C(C=CC=C2)O)C2=CC=CC=C2)C1